FC(C(=O)O)(F)F.FC(C(=O)O)(F)F.C1(=CC=CC=C1)CCCC(=O)N 4-phenylbutanamide di-trifluoroacetate